O=C1C(CN(CC1)C(=O)OC(C)(C)C)C(=O)OC 1-tert-butyl 3-methyl 4-oxopiperidine-1,3-dicarboxylate